C1C(CC12CCC2)NC(=O)N[C@H](C2=CC(=CC=C2)C(F)(F)F)C2=NNC=N2 1-Spiro[3.3]hept-2-yl-3-[(R)-(1H-[1,2,4]triazol-3-yl)-(3-trifluoromethyl-phenyl)-methyl]-urea